2,2'-azobis(2-aminopropane) dihydrochloride Cl.Cl.N(=NC(C)(C)N)C(C)(C)N